(R)-N-(4-methoxy-2-(4-methylpiperazin-1-yl)-5-((6-(3-(3-phenoxyphenyl)isoxazolidin-2-yl)pyrimidin-4-yl)-amino)phenyl)-acrylamide COC1=CC(=C(C=C1NC1=NC=NC(=C1)N1OCC[C@@H]1C1=CC(=CC=C1)OC1=CC=CC=C1)NC(C=C)=O)N1CCN(CC1)C